N1C[C@@H](CC1)C(=O)OC(C)(C)C Tert-Butyl (R)-Pyrrolidine-3-Carboxylate